CC1(C(NC2=CC=C(C=C12)C)=O)C 3,3,5-trimethyl-2-oxoindolin